FC1=CC(=C(C=C1)CC1CC2(CNC2)C1)S(=O)(=O)C 6-[(4-Fluoro-2-methylsulfonyl-phenyl)methyl]-2-azaspiro[3.3]heptane